FC(C1=NC(=NO1)C1=CC=C(C=C1)C(CS(=O)(=O)C1=CC=C(C=C1)C(F)(F)F)=O)(F)F 1-(4-(5-(Trifluoromethyl)-1,2,4-oxadiazol-3-yl)phenyl)-2-((4-(trifluoromethyl)phenyl)sulfonyl)ethan-1-on